[Nb].[C].[B].[Ti].[Al] Aluminum titanium boron carbon niobium